1,3-dimethyl-N-(3-(3-(1-methyl-1H-indazol-5-yl)phenyl)propyl)-1H-pyrazole-5-carboxamide CN1N=C(C=C1C(=O)NCCCC1=CC(=CC=C1)C=1C=C2C=NN(C2=CC1)C)C